ClC1=C(CNC(=O)[C@]2(C=3C=CC=NC3[C@H](CC2)OC)F)C(=CC(=C1)Cl)F (5S,8S)-N-(2,4-dichloro-6-fluorobenzyl)-5-fluoro-8-methoxy-5,6,7,8-tetrahydroquinoline-5-carboxamide